tert-butyl N-[2-[2-[2-[2-[2-[2-[2-(5-bromopyrimidin-2-yl)oxyethoxy]ethoxy]ethoxy]ethoxy]ethoxy]ethoxy]ethyl]carbamate BrC=1C=NC(=NC1)OCCOCCOCCOCCOCCOCCOCCNC(OC(C)(C)C)=O